C1(=CC=CC=C1)CCCC(=O)NC=1C=C2C(=CNC2=CC1)C=1CCN(CC1)CCCCC 5-(4-phenylbutanoyl)amino-3-(1-pentyl-1,2,3,6-tetrahydropyridin-4-yl)-1H-indole